COC1=NC=C(C(=N1)OC)C=1C=NN(C1)C 2,4-dimethoxy-5-(1-methyl-1H-pyrazol-4-yl)pyrimidine